((2R,3R,4S,5R)-4-acetoxy-5-(2-amino-6-chloro-8-oxo-7,8-dihydro-9H-purin-9-yl)-3-fluorotetrahydrofuran-2-yl)methyl acetate C(C)(=O)OC[C@H]1O[C@H]([C@@H]([C@@H]1F)OC(C)=O)N1C2=NC(=NC(=C2NC1=O)Cl)N